methyl 2-(3-chloro-allyloxy)-propionate ClC=CCOC(C(=O)OC)C